N-[3-chloro-4-[5-(dimethylamino)pentylcarbamoyl]phenyl]-5-(2,3-difluoro-4-methoxy-phenyl)-1-methyl-imidazole-2-carboxamide ClC=1C=C(C=CC1C(NCCCCCN(C)C)=O)NC(=O)C=1N(C(=CN1)C1=C(C(=C(C=C1)OC)F)F)C